C(C)(C)(C)ONC([O-])=O (tert-butoxy)carbamate